Cl.N1(CCNCC1)C1=NC=C(C(=O)O)C=C1 6-(piperazin-1-yl)nicotinic acid hydrochloride